CC=1C=C2C(C=C(OC2=C(C1)C(C)NC1=C(C(=O)O)C=CC=C1)C=1C=C2CNC(C2=CC1)=O)=O 2-((1-(6-Methyl-4-oxo-2-(1-oxo-isoindolin-5-yl)-4H-chromen-8-yl)ethyl)amino)benzoic acid